DIHYDROQUINAZOLINONE C1C2=CC=CC=C2NC(=O)N1